(S)-benzyl 6-methyl-6-azaspiro[2.5]octane-1-carboxylate CN1CCC2(C[C@@H]2C(=O)OCC2=CC=CC=C2)CC1